Octane-3,6-dione CCC(CCC(CC)=O)=O